ClC1=C(OC=2C=CC3=C(N(C=N3)C3(CC3)C(F)(F)F)C2)C(=CC(=C1)[N+](=O)[O-])Cl 6-(2,6-dichloro-4-nitrophenoxy)-1-(1-(trifluoromethyl)cyclopropyl)-1H-benzo[d]imidazole